C(C)(C)(C)OC(=O)N=S(=O)(C=1C=NC(=NC1)O)C1=CC=C(C(=O)NC=2C=C(C=CC2NC(OC(C)(C)C)=O)C2=CC=C(C=C2)F)C=C1 tert-butyl (3-(4-(N-(tert-butoxycarbonyl)-2-hydroxypyrimidine-5-sulfonimidoyl)benzamido)-4'-fluoro-[1,1'-biphenyl]-4-yl)carbamate